8-(furan-2-yl)thiazolo[5,4-e][1,2,4]triazolo[1,5-c]-pyrimidin-2(3H)-one O1C(=CC=C1)C1=NN2C=NC3=C(C2=N1)SC(N3)=O